NC=1N=NC(=CC1C#CC1CN(CC1)C(=O)OC(C)(C)C)Cl tert-Butyl 3-((3-amino-6-chloropyridazin-4-yl)ethynyl)pyrrolidine-1-carboxylate